C([C@H](O)C1=CC=CC=C1)(=O)O |o1:1| (R)- or (S)-mandelic acid